FC(C1=CC=C(C=N1)N1C=CC2=CC(=CC=C12)N)(F)F 1-(6-(Trifluoromethyl)pyridin-3-yl)-1H-indol-5-amine